C(C)(C)(C)OC(=O)C=1C=CC2=C(N(C(=N2)CN2CC3=CC(=CC=C3CC2)OCC2=C(C=CC=C2)Cl)C[C@H]2OCC2)C1 (S)-2-((7-((2-chlorobenzyl)oxy)-3,4-dihydroisoquinolin-2(1H)-yl)methyl)-1-((oxetan-2-yl)methyl)-1H-benzo[d]imidazole-6-carboxylic acid tert-butyl ester